C(C)(C)(C)OC(=O)N1CC2CC2C1 3-azabicyclo-[3.1.0]Hexane-3-carboxylic acid tert-butyl ester